tetraglycidyl-1,3-bis(aminoethyl)cyclohexane C(C1CO1)C1(CC(C(CC1CCN)CCN)(CC1CO1)CC1CO1)CC1CO1